ClC1=C(C=CC=C1)NC1=NC(=CC=C1C(CC(=O)OC)=O)C(F)(F)F methyl 3-(2-((2-chlorophenyl) amino)-6-(trifluoromethyl) pyridin-3-yl)-3-oxopropanoate